ClC=1C=CC2=C(C(C[C@@H](O2)C(=O)N[C@@H]2[C@H]3C[C@@H]([C@@H](C2)C3)NC(COC3=CC(=C(C=C3)Cl)F)=O)=O)C1 |&1:13,14,16,17| (2R)-6-chloro-N-{(1RS,2SR,4RS,5SR)-5-[2-(4-chloro-3-fluorophenoxy)acetamido]bicyclo[2.2.1]hept-2-yl}-4-oxo-3,4-dihydro-2H-1-benzopyran-2-carboxamide